3-(p-dimethylaminophenyl)-3-{1,1-bis(p-dimethylaminophenyl)ethen-2-yl}phthalide CN(C1=CC=C(C=C1)C1(OC(=O)C2=CC=CC=C12)C=C(C1=CC=C(C=C1)N(C)C)C1=CC=C(C=C1)N(C)C)C